5-bromothiazole-2-carboxamide BrC1=CN=C(S1)C(=O)N